N-(5-chloro-2-((3R,4S)-3-fluoro-4-methoxypiperidin-1-yl)pyrimidin-4-yl)-5-isopropyl-8-((2R,3S)-2-methyl-3-(((R)-methylsulfinyl)methyl)azetidin-1-yl)isoquinolin-3-amine ClC=1C(=NC(=NC1)N1C[C@H]([C@H](CC1)OC)F)NC=1N=CC2=C(C=CC(=C2C1)C(C)C)N1[C@@H]([C@H](C1)C[S@](=O)C)C